rac-N-methyl-5-(5-(piperidin-1-ylmethyl)-5,6-dihydro-1,4,2-dioxazin-3-yl)piperidin-3-amine CNC1CNCC(C1)C1=NOCC(O1)CN1CCCCC1